COC1=CC=C(C=C1)CN(C1=C(N=C2C(=N1)SC(=C2)C)C(=O)O)CC2=CC=C(C=C2)OC 3-[bis[(4-methoxyphenyl)methyl]amino]-6-methyl-thieno[2,3-b]pyrazine-2-carboxylic acid